2-(pyridin-2-yl)isoindolin-1-one N1=C(C=CC=C1)N1C(C2=CC=CC=C2C1)=O